(-)-((3-(5-((5-(((cyclopropylmethyl) amino) (phenyl) methyl)-2-fluorophenyl) carbamoyl)-3-(trifluoromethyl)-1H-pyrazol-1-yl) phenyl) (imino) methyl) thiocarbamate C(N)(OC(=N)C1=CC(=CC=C1)N1N=C(C=C1C(NC1=C(C=CC(=C1)C(C1=CC=CC=C1)NCC1CC1)F)=O)C(F)(F)F)=S